methyl (S)-(7-((1-((tert-butyldiphenylsilyl)oxy)hexan-3-yl)amino)-1-(4-(chloromethyl)-2-methoxybenzyl)-3-methyl-1H-pyrazolo[4,3-d]pyrimidin-5-yl)carbamate [Si](C1=CC=CC=C1)(C1=CC=CC=C1)(C(C)(C)C)OCC[C@H](CCC)NC=1C2=C(N=C(N1)NC(OC)=O)C(=NN2CC2=C(C=C(C=C2)CCl)OC)C